tert-butyl N-isopropyl-N-[(3R)-1-{6-[5-(methoxymethoxy)-2,4-dimethyl-1,3-benzoxazol-6-yl]pyrido[3,2-d]pyrimidin-2-yl}pyrrolidin-3-yl]carbamate C(C)(C)N(C(OC(C)(C)C)=O)[C@H]1CN(CC1)C=1N=CC2=C(N1)C=CC(=N2)C2=CC1=C(N=C(O1)C)C(=C2OCOC)C